(3e)-acetone CC(=O)C